((2-(4-chloro-3-methylphenyl)thiazol-5-yl)methyl)-(2-fluorophenyl)quinoxaline-2-carboxamide ClC1=C(C=C(C=C1)C=1SC(=CN1)CC1=C2N=C(C(=NC2=CC=C1)C(=O)N)C1=C(C=CC=C1)F)C